methyl 4-(1-(4-fluoro-2-methylphenyl)-4-oxo-7-(trifluoromethyl)-1,4-dihydroquinazolin-3(2H)-yl)benzoate FC1=CC(=C(C=C1)N1CN(C(C2=CC=C(C=C12)C(F)(F)F)=O)C1=CC=C(C(=O)OC)C=C1)C